BrC1=C2C(=NC=C1)NC(=N2)C=2C=NN(C2C)C(C)C 4-{7-bromo-3H-imidazo[4,5-b]pyridin-2-yl}-5-methyl-1-(propan-2-yl)-1H-pyrazole